N,N'-bis(biphenyl-4-yl)-N,N'-bis(3,4-dimethylphenyl)-14,14-dimethyl-14H-dibenzo[d,d']fluoreno[3,2-b:6,7-b']difuran-3,10-diamine C1(=CC=C(C=C1)N(C1=CC2=C(C3=C(O2)C=C2C4=CC=5OC6=C(C5C=C4C(C2=C3)(C)C)C=CC(=C6)N(C6=CC(=C(C=C6)C)C)C6=CC=C(C=C6)C6=CC=CC=C6)C=C1)C1=CC(=C(C=C1)C)C)C1=CC=CC=C1